C(C)(C)(C)OC(=O)N(CCC[N+](CCCS(=O)(=O)[O-])(C)C)C 3-((3-((tert-butoxycarbonyl)(methyl)amino)propyl)-dimethylammonio)propane-1-sulfonate